5-(2-(4-(Pentafluoro-λ6-sulfaneyl)phenoxy)pyridin-3-yl)benzo[d]isoxazole FS(C1=CC=C(OC2=NC=CC=C2C=2C=CC3=C(C=NO3)C2)C=C1)(F)(F)(F)F